BrC1=CC=2N=CN=C(C2N=C1Cl)NC1=C(C=C(C=C1)OC1=CC=2N(C=C1)N=CN2)F 7-bromo-6-chloro-N-(2-fluoro-4-{[1,2,4]triazolo[1,5-a]pyridin-7-yloxy}phenyl)pyrido[3,2-d]pyrimidin-4-amine